1,2-di-dodecanoyl-sn-glycero-3-phosphocholine C(CCCCCCCCCCC)(=O)OC[C@@H](OC(CCCCCCCCCCC)=O)COP(=O)([O-])OCC[N+](C)(C)C